N(=[N+]=[N-])C(C1=CN=C(C2=CN=C(C=C12)Cl)O[C@H](C)C[C@@H](C)S(=O)(=O)CC)C1CC1 4-(Azido(cyclopropyl)methyl)-6-chloro-1-(((2R,4R)-4-(ethylsulfonyl)pentan-2-yl)oxy)-2,7-naphthyridine